C12NCCC(C1)C2 2-AZABICYCLO[3.1.1]HEPTAN